5-cyclobutyl-2-{[6-({[(3-fluorocyclobutyl)methyl]amino}methyl)imidazo[1,2-a]pyridin-2-yl]methyl}-1,2-dihydro-2,7-naphthyridin-1-one C1(CCC1)C1=C2C=CN(C(C2=CN=C1)=O)CC=1N=C2N(C=C(C=C2)CNCC2CC(C2)F)C1